O=C1N(CC2=C3C(=CC=C12)C1(CCN(CC1)CC1=CC=NN1C1CCOCC1)CO3)C3C(NC(CC3)=O)=O 3-(6-oxo-1'-((1-(tetrahydro-2H-pyran-4-yl)-1H-pyrazol-5-yl)methyl)-6,8-dihydro-2H,7H-spiro[furo[2,3-e]isoindole-3,4'-piperidin]-7-yl)piperidine-2,6-dione